6,6-dimethyl-3-hydroxy-4-heptene CC(C=CC(CC)O)(C)C